2-(2-(cyclopropanesulfonamido)pyrimidin-4-yl)-N-(4-(6-ethoxypyrazin-2-yl)-2,3-dimethylphenyl)-2-methylpropanamide C1(CC1)S(=O)(=O)NC1=NC=CC(=N1)C(C(=O)NC1=C(C(=C(C=C1)C1=NC(=CN=C1)OCC)C)C)(C)C